C(C)(C)S(=O)(=O)C1=CC=C(C=C1)CCO 2-(4-((iso-propyl)sulfonyl)phenyl)ethanol